Cl.FC1=C(C=CC(=C1)C1NCCC1)C=1N=C2SC3=C(C=NC(=C3)C(=O)NC)N2C1 (2-fluoro-4-(pyrrolidin-2-yl)phenyl)-N-methylimidazo[2',1':2,3]thiazolo[4,5-c]pyridine-7-carboxamide hydrochloride